Diethyl 4-methyl-1-{2-[2,3-difluoro-4-methylphenyl]-2-oxoethyl}-1H-pyrazole-3,5-dicarboxylate CC=1C(=NN(C1C(=O)OCC)CC(=O)C1=C(C(=C(C=C1)C)F)F)C(=O)OCC